The molecule is a carbohydrate acid derivative anion in which the anionic species formed by proton loss from the carboxy function of beta-D-galacturonic acid is linked glycosidically to a 3-aminopropyl group. It is a conjugate base of a 3-aminopropyl beta-D-galactopyranosiduronic acid. C(CN)CO[C@H]1[C@@H]([C@H]([C@H]([C@H](O1)C(=O)[O-])O)O)O